S(=O)(C1=CC=C(C=C1)N)(=O)OC methyl sulfanilate